(4-chlorophenyl)-3-(quinolin-7-yl)prop-2-en-1-one ClC1=CC=C(C=C1)C(C=CC1=CC=C2C=CC=NC2=C1)=O